ethyl 4-(4-(isobutyryloxy) phenyl)-6-methyl-2-thioxo-1,2,3,4-tetrahydropyrimidine-5-carboxylate C(C(C)C)(=O)OC1=CC=C(C=C1)C1NC(NC(=C1C(=O)OCC)C)=S